C(C1=CC=CC=C1)OC=1C(=CC2=C(N(C([C@H]3N(C2=O)CC(C3)=C)=O)COCC[Si](C)(C)C)C1)OC (S)-8-(benzyloxy)-7-methoxy-2-methylene-10-((2-(trimethylsilyl)ethoxy)methyl)-1,2,3,11a-tetrahydro-5H-benzo[e]pyrrolo[1,2-a][1,4]diazepine-5,11(10H)-dione